C(\C=C/C(=O)O)(=O)O.O=S1(CCN(CC1)CC1=CC=C(C=C1)C1=CC=CC=2N1N=C(N2)NC(=O)C2CC2)=O N-(5-(4-((1,1-dioxidothiomorpholino)methyl)phenyl)-[1,2,4]triazolo[1,5-a]pyridin-2-yl)cyclopropanecarboxamide maleate